NC1=NN=C(S1)N(S(=O)(=O)C)CC1=CC=C(C=C1)Cl N-(5-amino-1,3,4-thiadiazol-2-yl)-N-(4-chlorobenzyl)methanesulfonamide